(S)-2-amino-4-(2-amino-3-chlorophenyl)-4-oxobutanoic acid N[C@H](C(=O)O)CC(=O)C1=C(C(=CC=C1)Cl)N